C(CC1=CC=C(C=C1)N1C(C=CC1=O)=O)C1=CC=C(C=C1)N1C(C=CC1=O)=O N,N'-(ethylenebis-p-phenylene)bismaleimide